ClC1=C(C=C(OC2=CC=C(C=C2)NC(OCC=2C(=C3C(N(CC3=CC2)C2C(NC(CC2)=O)=O)=O)OC)=O)C=C1)F [2-(2,6-dioxopiperidin-3-yl)-4-methoxy-3-oxo-2,3-dihydro-1H-isoindol-5-yl]methyl N-[4-(4-chloro-3-fluorophenoxy) phenyl]carbamate